C(C)(C)(C)NS(=O)(=O)C=1C=C(C=CC1C1=CN=C(S1)[C@@H]1CC[C@H](CC1)OC(NC(C)C)=O)NC(OC(C)C)=O trans-isopropyl N-[3-(tert-butylsulfamoyl)-4-[2-[4-(isopropylcarbamoyloxy)cyclohexyl]thiazol-5-yl]phenyl]carbamate